3-(2-(3,4-Dimethoxyphenyl)-3-isopropyl-1H-indol-5-yl)benzoic acid ethyl ester C(C)OC(C1=CC(=CC=C1)C=1C=C2C(=C(NC2=CC1)C1=CC(=C(C=C1)OC)OC)C(C)C)=O